oxo-succinic acid O=C(C(=O)O)CC(=O)O